C(C)(C)(C)OC(=O)N(C)CC=1C=C2CCCN(C2=NC1C(OC)OC)C(=O)OC1=CC=CC=C1 phenyl 6-(((tert-butoxycarbonyl) (methyl) amino) methyl)-7-(dimethoxymethyl)-3,4-dihydro-1,8-naphthyridine-1(2H)-carboxylate